FCCCCCCCCCC=CCCCCCCCCCF 1,20-difluoro-10-eicosene